(pentafluorophenyl) borate-methyldi-(octadecyl)ammonium salt C[NH+](CCCCCCCCCCCCCCCCCC)CCCCCCCCCCCCCCCCCC.B(OC1=C(C(=C(C(=C1F)F)F)F)F)([O-])[O-].C[NH+](CCCCCCCCCCCCCCCCCC)CCCCCCCCCCCCCCCCCC